(2R,6R)-N-{2-[(4-chlorophenyl)methyl]-2-azaspiro[3.3]heptan-6-yl}-2,6-dimethyl-4-[5-(trifluoromethyl)pyrimidin-2-yl]piperazine-1-carboxamide ClC1=CC=C(C=C1)CN1CC2(C1)CC(C2)NC(=O)N2[C@@H](CN(C[C@H]2C)C2=NC=C(C=N2)C(F)(F)F)C